CSC=1C(=NC=CC1)[N+](=O)[O-] 3-(methylthio)-2-nitropyridine